C(CC)OC(=O)C1=NC2=C(C(=CC(=C2C(=C1)C(=O)OCCC)N)OCC)OCC 5-amino-7,8-diethoxyquinoline-2,4-dicarboxylic acid dipropyl ester